10-bromo-5,6-dihydropyrazolo[1,5-d]pyrido[3,2-f][1,4]oxazepine BrC1=CC=2C=3N(CCOC2N=C1)N=CC3